(3r,4s)-4-((4-chlorophenyl)sulfonyl)-1-((2,4-dichlorophenyl)sulfonyl)-3-(hydroxymethyl)pyrrolidin-3-ol ClC1=CC=C(C=C1)S(=O)(=O)[C@@H]1[C@](CN(C1)S(=O)(=O)C1=C(C=C(C=C1)Cl)Cl)(O)CO